[N+](=O)([O-])C1=C(C=CC(=C1)[N+](=O)[O-])O.[Na] sodium 2,4-dinitrophenol